COCCOC The molecule is a diether that is the 1,2-dimethyl ether of ethane-1,2-diol. It has a role as a non-polar solvent. It derives from an ethylene glycol.